FC(C)(F)C1CNCC1 3-(1,1-Difluoroethyl)pyrrolidine